2-{[(3R,6R)-6-methyl-1-{[2-(2H-1,2,3-triazol-2-yl)phenyl]carbonyl}piperidin-3-yl](prop-2-en-1-yl)amino}pyridine-4-carbonitrile C[C@@H]1CC[C@H](CN1C(=O)C1=C(C=CC=C1)N1N=CC=N1)N(C1=NC=CC(=C1)C#N)CC=C